Salicylic acid octyl ester C(CCCCCCC)OC(C=1C(O)=CC=CC1)=O